bis[dibromopropoxydibromophenyl]propane BrC(CCOC1=C(C(=C(C=C1)C(C)(C)C1=C(C(=C(C=C1)OCCC(Br)Br)Br)Br)Br)Br)Br